2-(3-(4-methyl-phenyl)-2-carboxy-acrylamido)-benzoic acid CC1=CC=C(C=C1)C=C(C(=O)NC1=C(C(=O)O)C=CC=C1)C(=O)O